COC1=C(C=C(C=C1)NC(=O)C=1C=C2C(=NN(C2=CC1)C)C=1N(C2=CC=CC=C2C1)C)S(N)(=O)=O N-(4-Methoxy-3-sulfamoylphenyl)-1-methyl-3-(1-methyl-1H-indol-2-yl)-1H-indazole-5-carboxamide